rac-(RS)-2-(1H-indol-6-yl)-4-methyl-3-(pyridin-4-yl)-4,5,6,7-tetrahydropyrazolo[1,5-a]pyrazine hydrogen chloride Cl.N1C=CC2=CC=C(C=C12)C1=NN2C([C@H](NCC2)C)=C1C1=CC=NC=C1 |r|